FC(C1=NN=C(O1)C1=CN=CS1)F 5-[5-(difluoromethyl)-1,3,4-oxadiazol-2-yl]-1,3-thiazol